C1(=CC=CC=C1)C1=NC(=NC=C1)C1=NC=CC=N1 phenyl-bipyrimidinyl